(2r,5s)-3-(4-amino-3-fluorophenylethyl)-2-(1-(4-bromophenyl)-3-(4-fluorophenyl)-1H-pyrazol-4-yl)-5-methyl-oxazolidin-4-one NC1=C(C=C(C=C1)CCN1[C@H](O[C@H](C1=O)C)C=1C(=NN(C1)C1=CC=C(C=C1)Br)C1=CC=C(C=C1)F)F